CC=1N=CSC1C=1C=C2CC[C@H](C2=CC1)NC(OC(C)(C)C)=O tert-butyl (R)-(5-(4-methylthiazol-5-yl)-2,3-dihydro-1H-inden-1-yl)carbamate